NCCC1=CC=C(OCCCN(CC)CC)C=C1 3-(4-(2-aminoethyl)phenoxy)-N,N-diethylpropan-1-amine